6-(2-Ethoxypyridin-3-yl)-3-[3-oxo-2-[1-(trifluoromethyl)cyclopentyl]-5,6,8,8a-tetrahydro-1H-imidazo[1,5-a]pyrazin-7-yl]pyridine-2-carboxamide C(C)OC1=NC=CC=C1C1=CC=C(C(=N1)C(=O)N)N1CC2N(CC1)C(N(C2)C2(CCCC2)C(F)(F)F)=O